2-bromo-3,4-difluoro-6-(2-fluoropyridin-4-yl)aniline BrC1=C(N)C(=CC(=C1F)F)C1=CC(=NC=C1)F